ClC=1C=C2C(=NC1OC)C(=C(N2C)C2=NNC(=N2)[C@@H](COC)N(C)C)C=2C=NNC2 (S)-1-(3-(6-chloro-5-methoxy-1-methyl-3-(1H-pyrazol-4-yl)-1H-pyrrolo[3,2-b]pyridin-2-yl)-1H-1,2,4-triazol-5-yl)-2-methoxy-N,N-dimethylethan-1-amine